C(C1=CC=CC=C1)(=O)N1CCC(CC1)CC1=CC=2N(C=C1)N=CC2N2C(NC(CC2)=O)=O 1-(5-((1-benzoylpiperidin-4-yl)methyl)pyrazolo[1,5-a]pyridin-3-yl)dihydropyrimidine-2,4(1H,3H)-dione